C(C)(C)(C)OC(N[C@@H]1C2=CC=CC=C2CC12CCN(CC2)C2=NC(=C(C(=N2)C#N)Br)C)=O (S)-(1'-(5-bromo-4-cyano-6-methylpyrimidin-2-yl)-1,3-dihydrospiro[indene-2,4'-piperidin]-1-yl)carbamic acid tert-butyl ester